3-methyl-6-morpholino-1H-indole-2-carboxylic acid CC1=C(NC2=CC(=CC=C12)N1CCOCC1)C(=O)O